CC=1NC2=CC=CC=C2C1C(=O)NCC=1C(NC(=CC1SC)C)=O 2-methyl-N-((6-methyl-4-(methylthio)-2-oxo-1,2-dihydropyridin-3-yl)methyl)-1H-indole-3-carboxamide